S1(NC=CC2=C1C=CS2)(=O)=O 2H-thieno[2,3-e]-1,2-thiazine-1,1-dioxide